tert-butyl 2-methyl-5-oxo-spiro[5,7-dihydrocyclopenta[b]pyridine-6,4'-piperidine]-1'-carboxylate CC1=CC=C2C(=N1)CC1(CCN(CC1)C(=O)OC(C)(C)C)C2=O